N,N'-dicyclohexyl-N-isobutenyl-p-phenylenediamine C1(CCCCC1)N(C1=CC=C(C=C1)NC1CCCCC1)C=C(C)C